5-(3-aminoprop-1-yn-1-yl)furan NCC#CC1=CC=CO1